CON1C(OC2=C1C=CC(=C2)OC)=O 3,6-Dimethoxy-benzoxazolin-2(3H)-one